ClC=1C(=CC(=C(C1)S(=O)(=O)NC1=NC=NS1)F)OCCC1(CCNCC1)C1=CC(=C(C=C1)Cl)F 5-chloro-4-(2-(4-(4-chloro-3-fluorophenyl)piperidin-4-yl)ethoxy)-2-fluoro-N-(1,2,4-thiadiazol-5-yl)benzenesulfonamide